N[C@H](C)C=1C=C(C=C2C(NC(=NC12)N1CCOCC1)=O)C (R)-8-(1-aminoethyl)-6-methyl-2-morpholinoquinazolin-4(3H)-one